C1(=CC=CC=C1)[Si](OC)(C)C phenyldimethylmethoxysilane